C1=CC=CC=2C3=CC=CC=C3C(C12)COC(=O)N[C@H](C(=O)OCC1=CC=CC=C1)[C@@H](C)C1=CC=CC2=CC=CC=C12 (2S,3S)-benzyl 2-((((9H-fluoren-9-yl) methoxy) carbonyl)amino)-3-(naphthalen-1-yl)butanoate